3-(3-(3-(3-hydroxy-1-methyl-2-oxopyrrolidin-3-yl)isoxazol-5-yl)phenyl)-1H-pyrrolo[2,3-b]pyridine-1-carboxylic acid tert-butyl ester C(C)(C)(C)OC(=O)N1C=C(C=2C1=NC=CC2)C2=CC(=CC=C2)C2=CC(=NO2)C2(C(N(CC2)C)=O)O